2-(3-oxa-7,9-diaza-bicyclo[3.3.1]nonan-7-yl)-5-(3,4-dichloro-2-methyl-2H-indazol-5-yl)-3-methyl-3,7-dihydro-4H-pyrrolo[2,3-d]pyrimidin-4-one C12COCC(CN(C1)C=1N(C(C3=C(N1)NC=C3C3=C(C1=C(N(N=C1C=C3)C)Cl)Cl)=O)C)N2